tert-Butyl (1S,4S)-5-(4-((3-chloro-2-fluoro-4-(((S)-tetrahydrofuran-2-yl)methoxy)phenyl)amino)pyrido[3,2-d]pyrimidin-6-yl)-2,5-diazabicyclo[2.2.1]heptane-2-carboxylate ClC=1C(=C(C=CC1OC[C@H]1OCCC1)NC=1C2=C(N=CN1)C=CC(=N2)N2[C@@H]1CN([C@H](C2)C1)C(=O)OC(C)(C)C)F